2,2-difluoro-N-[(1s,4s)-4-{[2-(trifluoromethyl)quinolin-4-yl]amino}cyclohexyl]-2H-1,3-benzodioxole-5-carboxamide FC1(OC2=C(O1)C=CC(=C2)C(=O)NC2CCC(CC2)NC2=CC(=NC1=CC=CC=C21)C(F)(F)F)F